(3,4-dihydroxy-5-oxo-2,5-dihydrofuran-2-yl) ethane-1,2-diylbis(tosylcarbamate) C(CN(C([O-])=O)S(=O)(=O)C1=CC=C(C)C=C1)N(C(OC1OC(C(=C1O)O)=O)=O)S(=O)(=O)C1=CC=C(C)C=C1